(S)-N-((S)-3-oxo-1-((S)-2-oxopyrrolidin-3-yl)-4-(trifluoromethoxy)butan-2-yl)-5-((R)-3,3,3-trifluoro-2-hydroxypropanoyl)-5-azaspiro[2.4]heptane-6-carboxamide O=C([C@H](C[C@H]1C(NCC1)=O)NC(=O)[C@H]1N(CC2(CC2)C1)C([C@H](C(F)(F)F)O)=O)COC(F)(F)F